2-[2-hydroxy-4-(3-dodecyloxy-2-hydroxypropoxy)phenyl]-4,6-bis(2,4-dimethylphenyl)-s-triazine OC1=C(C=CC(=C1)OCC(COCCCCCCCCCCCC)O)C1=NC(=NC(=N1)C1=C(C=C(C=C1)C)C)C1=C(C=C(C=C1)C)C